3-((5-fluoro-4-(3-(3-hydroxyoxetan-3-yl)phenyl)pyrimidin-2-yl)amino)cyclohexane-1-carboxamide FC=1C(=NC(=NC1)NC1CC(CCC1)C(=O)N)C1=CC(=CC=C1)C1(COC1)O